N-(2-Carbamoyl-4-methoxyphenyl)-1-methyl-3-(1-methyl-1H-indol-2-yl)-1H-indazole-5-carboxamide C(N)(=O)C1=C(C=CC(=C1)OC)NC(=O)C=1C=C2C(=NN(C2=CC1)C)C=1N(C2=CC=CC=C2C1)C